C(=O)C1=CN(C2=C(C=CC(=C12)C)[N+](=O)[O-])C(=O)OC(C)(C)C tert-butyl 3-formyl-4-methyl-7-nitro-1H-indole-1-carboxylate